OC=1C=C(C=CC1)S(=O)(=N)C1=CC(=CC=C1)O bis(3-hydroxyphenyl)sulfoximide